C(C)(C)(C)C=1C=C(CP(OC2=CC=CC=C2)([O-])=O)C=C(C1O)C(C)(C)C phenyl 3,5-di-tert-butyl-4-hydroxybenzylphosphonate